C1(CCCCC1)C=1C=C(C=C(C1)C1CCCCC1)N(C1=C(C=C(C(=O)OC)C=C1)F)C methyl 4-(3,5-dicyclohexylphenyl (methyl) amino)-3-fluorobenzoate